2-(Dimethoxymethyl)-1H-pyrrolo[3,2-c]pyridine-6-carbaldehyde COC(C1=CC=2C=NC(=CC2N1)C=O)OC